4-{[5-(1-methyl-1H-benzo[d][1,2,3]triazol-5-yl)-3-trifluoromethyl-1H-pyrazol-1-yl]methyl}-N-hydroxybenzoamide CN1N=NC2=C1C=CC(=C2)C2=CC(=NN2CC2=CC=C(C(=O)NO)C=C2)C(F)(F)F